2-(5-bromo-2-methoxy-4-(pentafluoro-λ6-sulfaneyl)phenyl)ethan-1-amine BrC=1C(=CC(=C(C1)CCN)OC)S(F)(F)(F)(F)F